C(C=C)(=O)OC1=CC2=C(NC=N2)C=C1 1H-benzo[d]imidazol-5-yl acrylate